C(C)NC(=O)C1=CC(=NC(=C1)C=1N=NN(C1)C1=CC(=C(C(=O)O)C=C1)[N+](=O)[O-])C=1N=NN(C1)C1=CC(=C(C(=O)O)C=C1)[N+](=O)[O-] 4,4'-((4-(ethylcarbamoyl)pyridine-2,6-diyl)bis(1H-1,2,3-triazole-4,1-diyl))bis(2-nitrobenzoic Acid)